(1S,6R)-4-chloro-6-methylbicyclo[4.1.0]hept-3-ene-3-Carboxaldehyde ClC1=C(C[C@@H]2C[C@@]2(C1)C)C=O